(R)-4-(difluoromethyl)-5-fluoro-N-(8-fluoro-6-oxo-1,2,3,4,5,6-hexahydrobenzo[c][1,7]naphthyridin-1-yl)-N-methyl-1H-indole-2-carboxamide FC(C1=C2C=C(NC2=CC=C1F)C(=O)N(C)[C@@H]1C=2C3=C(C(NC2CNC1)=O)C=C(C=C3)F)F